4-bromo-5-(2-methoxyethyl)-1-methyl-triazole BrC=1N=NN(C1CCOC)C